C(C)(C)(C)OC(N(C(=O)OC(C)(C)C)C1=NC=C(C=C1)Br)=O (5-bromopyridin-2-yl)(tert-butoxycarbonyl)carbamic acid tert-butyl ester